FC1(CN(CCC1COC1=CC(=C2C(NC(=NC2=C1)CSC1CCOCC1)=O)F)C)F 7-((3,3-Difluoro-1-methylpiperidin-4-yl)methoxy)-5-fluoro-2-(((tetrahydro-2H-pyran-4-yl)thio)methyl)quinazolin-4(3H)-one